2-((S)-1-acryloyl-4-((R)-7-(8-chloronaphthalen-1-yl)-2-(((S)-1-methylpyrrolidin-2-yl)methoxy)-7,8-dihydro-5H-pyrano[4,3-d]pyrimidin-4-yl)piperazin-2-yl)acetonitrile C(C=C)(=O)N1[C@H](CN(CC1)C=1C2=C(N=C(N1)OC[C@H]1N(CCC1)C)C[C@@H](OC2)C2=CC=CC1=CC=CC(=C21)Cl)CC#N